NC1=C(C(=NC=N1)OC1=CC(=C(C=C1)NC(=O)NC1=CC(=NN1C1=CC(=C(C=C1)[N+](=O)[O-])OC)C(C)(C)C)C)C#N 1-(4-((6-amino-5-cyanopyrimidin-4-yl)oxy)-2-methylphenyl)-3-(3-(tert-butyl)-1-(3-methoxy-4-nitrophenyl)-1H-pyrazol-5-yl)urea